C(C)(C)(C)NC1CN(CC1)C=1N=NC(=CN1)C1=C(C=C(C=C1)C1=NN(C=C1)C)O 2-{3-[3-(tert-butylamino)pyrrolidin-1-yl]-1,2,4-triazin-6-yl}-5-(1-methyl-1H-pyrazol-3-yl)phenol